benzo[7]annulene-3-carboxylate C=1C=C(CC=2C1C=CC=CC2)C(=O)[O-]